3-(6-(4,6-difluoroindoline-1-carbonyl)benzo[d]oxazol-2-yl)piperidine-2,6-dione FC1=C2CCN(C2=CC(=C1)F)C(=O)C1=CC2=C(N=C(O2)C2C(NC(CC2)=O)=O)C=C1